The molecule is an organic heterotetracyclic compound that consists of 4,5,5a,9c-tetrahydro-3H-2a,9b-diazacyclopenta[jk]fluorene-1,3(2H)-dione substituted by a hydroxy group at position 5, a methyl group at position 2 and a 4-oxoquinazolin-3(4H)-yl group at position 4 (the 2S,4R,5aS,9cS stereoisomer). It is a cytotoxic alkaloid isolated from the endophytic fungus Chaetomium. It has a role as a metabolite. It is an organic heterotetracyclic compound, a member of quinazolines, a lactam and an indole alkaloid. C[C@H]1C(=O)N2[C@@H]3N1C(=O)[C@@H](C[C@@]3(C4=CC=CC=C42)O)N5C=NC6=CC=CC=C6C5=O